N-(1'-(2-(1,1-difluoroethyl)-6-ethylpyrimidin-4-yl)-1',2'-dihydrospiro[cyclopropan-1,3'-pyrrolo[3,2-c]pyridin]-6'-yl)acetamide FC(C)(F)C1=NC(=CC(=N1)N1CC2(C=3C=NC(=CC31)NC(C)=O)CC2)CC